tert-butyl 3-[2-[2-[2-[2-[[2-(1-methyl-2,6-dioxo-3-piperidyl)-1,3-dioxo-isoindolin-4-yl]amino]ethoxy]ethoxy]ethoxy]ethoxy]propanoate CN1C(C(CCC1=O)N1C(C2=CC=CC(=C2C1=O)NCCOCCOCCOCCOCCC(=O)OC(C)(C)C)=O)=O